1-ethylpiperidine-4-amine dihydrochloride Cl.Cl.C(C)N1CCC(CC1)N